[N+](=O)([O-])C1=CC=C(C=C1)N1CCC(CC1)CN1CCN(CC1)C1=CC=C2CN(C(C2=C1)=O)C1C(NC(CC1)=O)=O 3-[6-[4-[[1-(4-nitrophenyl)-4-piperidyl]methyl]piperazin-1-yl]-1-oxo-isoindolin-2-yl]piperidine-2,6-dione